NC=1C(=NC(=C(N1)F)C1=CC(=C(C=C1)O)CN(C)C)C=1C=C2C(=CNC(C2=CC1)=O)C 6-(3-amino-6-(3-((dimethylamino)methyl)-4-hydroxyphenyl)-5-fluoropyrazin-2-yl)-4-methylisoquinolin-1(2H)-one